CN(C(=O)C1=CC=C(C=C1)C=1C=C2C(=NN(C2=CC1)C)C(=O)NCC1=CC=C(C=C1)C(NCCOC)=O)C 5-(4-(Dimethylcarbamoyl)phenyl)-N-(4-((2-methoxyethyl)carbamoyl)benzyl)-1-methyl-1H-indazole-3-carboxamide